2,2,6,6-tetramethyl-4-piperidylstearate CC1(NC(CC(C1)OC(CCCCCCCCCCCCCCCCC)=O)(C)C)C